C(C)OS(=O)(=O)[O-].OC[N+]1=CC=CC=C1 hydroxymethylpyridinium ethyl-sulfate